ethyl 4-(2,3-dimethyl-1H-indole-5-sulfonamido)benzoate CC=1NC2=CC=C(C=C2C1C)S(=O)(=O)NC1=CC=C(C(=O)OCC)C=C1